4,4'-bis(N,N-bis(4-biphenylyl)amino)biphenyl chlorine monofluoride ClF.C1(=CC=C(C=C1)N(C1=CC=C(C=C1)C1=CC=CC=C1)C1=CC=C(C=C1)C1=CC=C(C=C1)N(C1=CC=C(C=C1)C1=CC=CC=C1)C1=CC=C(C=C1)C1=CC=CC=C1)C1=CC=CC=C1